(2R)-2-[[3-isopropyl-8-(2-pyridylamino)-[1,2,4]triazolo[4,3-b]pyridazin-6-yl]amino]butan-1-ol C(C)(C)C1=NN=C2N1N=C(C=C2NC2=NC=CC=C2)N[C@@H](CO)CC